NC1=C(C(N(C2=CC(=CC=C12)Br)C1=CC=C(C=C1)[C@@H](C)O)=O)C(=O)OC methyl 4-amino-7-bromo-1-(4-(1-(R)-hydroxyethyl)phenyl)-2-oxo-1,2-dihydroquinoline-3-carboxylate